BrC1=CC(=C(C=C1C)N(C(C#CCC)=O)C1=C(C=C2C(=N1)CN(C2=O)C)C)C2CC2 N-(4-bromo-2-cyclopropyl-5-methylphenyl)-N-{3,6-dimethyl-5-oxo-7H-pyrrolo[3,4-b]pyridin-2-yl}pent-2-ynamide